3-(2-fluoro-3-((2-oxooxazolidin-3-yl)methyl)benzyl)-2-oxo-3,4-dihydro-2H-benzo[e][1,3]oxazin-7-yl dimethylcarbamate CN(C(OC1=CC2=C(CN(C(O2)=O)CC2=C(C(=CC=C2)CN2C(OCC2)=O)F)C=C1)=O)C